SC1=C(C=CC2=CC=C(C(=C12)S)C=O)C=O 1,8-dimercapto-2,7-naphthalenedicarboxaldehyde